benzotriazol-yluronium N1N=NC2=C1C=CC=C2[NH+]=C(O)N